[(furan-2-yl)methyl]-7-methylthieno[3,2-d]pyrimidin-4-amine trifluoroacetate FC(C(=O)O)(F)F.O1C(=CC=C1)CC=1N=C(C2=C(N1)C(=CS2)C)N